OC=1C=CC2=C(SC(=C2OC2=CC=C(C=C2)/C=C/C(=O)OC)C(C2=C(C=CC=C2)C)=O)C1 Methyl (E)-3-(4-((6-hydroxy-2-(2-methylbenzoyl)benzo[b]thiophen-3-yl)oxy)phenyl)acrylate